C(C)OC1=NC(=NC=C1C(NC=1C=C(C=2N(C1)C=C(N2)C)F)=O)N2C[C@@H](CC2)CN(C(OC(C)(C)C)=O)C tert-butyl (R)-((1-(4-ethoxy-5-((8-fluoro-2-methylimidazo[1,2-a]pyridin-6-yl)carbamoyl)pyrimidin-2-yl)pyrrolidin-3-yl)methyl)(methyl)carbamate